5-[4-(methylaminomethyl)phenyl]Pyridine-2-carboxylic acid methyl ester COC(=O)C1=NC=C(C=C1)C1=CC=C(C=C1)CNC